methyl 3-[(1R,5S)-3-(3-amino-6-chloro-pyridazin-4-yl)-3,8-diazabicyclo[3.2.1]octan-8-yl]benzoate NC=1N=NC(=CC1N1C[C@H]2CC[C@@H](C1)N2C=2C=C(C(=O)OC)C=CC2)Cl